NCC(CN1N=CN(C1=O)CC=1SC2=C(C1)C=C(C=C2)C2=CC=C(C=C2)N2CCNCC2)=C(F)F 2-[2-(aminomethyl)-3,3-difluoro-allyl]-4-[1-[5-(4-piperazin-1-ylphenyl)benzothiophen-2-yl]methyl]-1,2,4-triazol-3-one